C1OCCC12CCN(CC2)C2CCC(CC2)NC2=CC=CC=1N(C(=NC12)C#CCNC1=C(C=C(C=C1)S(=O)(=O)N)OC)CC(F)(F)F 4-((3-(4-(((1S,4S)-4-(2-oxa-8-azaspiro[4.5]decan-8-yl)cyclohexyl)amino)-1-(2,2,2-trifluoroethyl)-1H-benzo[d]imidazol-2-yl)prop-2-yn-1-yl)amino)-3-methoxy-benzenesulfonamide